C(C1=CC=CC=C1)OC(=O)NC(C)C1N(CCC1O)C(=O)[O-] 2-(1-(((benzyloxy)carbonyl)amino)ethyl)-3-hydroxypyrrolidine-1-carboxylate